C(C1=CC=CC=C1)OC1=C(SC=C1)C(=O)NC=1C=NC=C(C1)C 3-benzyloxy-N-(5-methylpyridin-3-yl)thiophene-2-carboxamide